2-chloro-N-[4-[5-(3,4-dichlorophenyl)-3-(2-methoxyethoxy)-1,2,4-triazol-1-yl]phenyl]acetamide ClCC(=O)NC1=CC=C(C=C1)N1N=C(N=C1C1=CC(=C(C=C1)Cl)Cl)OCCOC